BrC1=C(N)C=C(C(=C1)F)OC(F)(F)F 2-bromo-4-fluoro-5-(trifluoromethoxy)aniline